dibutyl-4-(4,7-dihydroxybenzo[d][1,3]dithiol-2-ylidene)pyrazolidine-3,5-dione C(CCC)N1N(C(C(C1=O)=C1SC2=C(S1)C(=CC=C2O)O)=O)CCCC